NC1=C(C=C(C=N1)C1=NC=C(C=C1)C1(CCN(CC1)C(C)C)OCC)C(=O)NC12CCC(CC1)(CC2)O 6'-amino-5-(4-ethoxy-1-isopropylpiperidin-4-yl)-N-(4-hydroxy-bicyclo[2.2.2]oct-1-yl)-[2,3'-bipyridine]-5'-carboxamide